(tert-butyl 4-(2-cyano-3-fluorophenoxy) phenyl) carbamate C(N)(OC1=C(C=C(C=C1)OC1=C(C(=CC=C1)F)C#N)C(C)(C)C)=O